FC1=CC=C(NC(C(C)C23CC(C2)(C3)NC(=O)C3=CC(=[NH+]C=C3)OC)=O)C=C1 N-[3-[2-(4-fluoroanilino)-1-methyl-2-oxo-ethyl]-1-bicyclo[1.1.1]pentanyl]-2-methoxy-pyridin-1-ium-4-carboxamide